CC1=C(C=C(C=C1)C)C1=C(C=CC=C1)B(O)O 2',5'-DIMETHYLBIPHENYL-2-YLBORONIC ACID